COC1=CC=C(C=C1)C=1C=C2C=C(C(N(C2=NC1)CCN1CCOCC1)=O)C(=O)NC1CCC2(CC2)CC1 6-(4-methoxyphenyl)-1-(2-morpholinoethyl)-2-oxo-N-(spiro[2.5]octan-6-yl)-1,2-dihydro-1,8-naphthyridine-3-carboxamide